BrC1=CC=C(S1)S(=O)(=O)C1(C(=O)N)C(C(C(=O)NC)=C(C=C1)Cl)O 1-((5-bromothiophen-2-yl)sulfonyl)-4-chloro-2-hydroxy-N3-methylisophthalamide